BrC=1C(=NC(=NC1)C)NC1=C(C(=C(C=C1C)F)OC)C 5-bromo-N-(4-fluoro-3-methoxy-2,6-dimethyl-phenyl)-2-methyl-pyrimidin-4-amine